ClC=1C(=C2C(=NC1C)CN(C2)C(=O)[C@H]2CN(CC2)C=2C=NC=C(C2)S(=O)(=O)C)C (3-Chloro-2,4-dimethyl-5,7-dihydropyrrolo[3,4-b]pyridin-6-yl)-[(3R)-1-(5-methylsulfonyl-3-pyridyl)pyrrolidin-3-yl]methanon